2-cyclopropylimidazo[1,2-b]Pyridazine-3-carboxylic acid methyl ester COC(=O)C1=C(N=C2N1N=CC=C2)C2CC2